4-{3-[4-(difluoromethoxy)-3-methoxybenzyl]-6-[2-fluoro-1-(fluoromethyl)ethoxy]-2,4-dioxo-3,4-dihydroquinazolin-1(2H)-yl}piperidine-1-carbaldehyde FC(OC1=C(C=C(CN2C(N(C3=CC=C(C=C3C2=O)OC(CF)CF)C2CCN(CC2)C=O)=O)C=C1)OC)F